(S)-1-(3-(8-(2,2-dimethyl-3-((methylsulfonyl)methyl)azetidin-1-yl)-3-((2-(4-hydroxy-4-methyl-piperidin-1-yl)pyrimidin-4-yl)amino)isoquinolin-5-yl)azetidin-1-yl)prop-2-en-1-one CC1(N(C[C@@H]1CS(=O)(=O)C)C=1C=CC(=C2C=C(N=CC12)NC1=NC(=NC=C1)N1CCC(CC1)(C)O)C1CN(C1)C(C=C)=O)C